(2S,5R)-6-hydroxy-7-oxo-N-toluenesulfonyl-1,6-diazabicyclo[3.2.1]octan-2-carboxamidine ON1[C@@H]2CC[C@H](N(C1=O)C2)C(=N)NS(=O)(=O)CC2=CC=CC=C2